N-(4-((2-(2,6-dioxopiperidin-3-yl)-1,3-dioxoisoindolin-5-yl)amino)butyl)-2-(4-(4-(5-(2-fluoro-6-methoxyphenyl)-1H-pyrazolo[4,3-d]pyrimidin-3-yl)phenyl)piperazin-1-yl)acetamide O=C1NC(CCC1N1C(C2=CC=C(C=C2C1=O)NCCCCNC(CN1CCN(CC1)C1=CC=C(C=C1)C1=NNC2=C1N=C(N=C2)C2=C(C=CC=C2OC)F)=O)=O)=O